C(CCCCCCC\C=C/CCCCCCCC)(=O)[O-].C(CCCCCCC\C=C/CCCCCCCC)(=O)[O-].[Sn+4] stannic dioleate